C1(CC(=CC=C1)C)(C)S(=O)(=O)OC1=C(C=CC=C1)NC(NC1=C(C=CC=C1)OS(=O)(=O)C1(CC(=CC=C1)C)C)=O bis-[2-(m-xylenesulfonyloxy)phenyl]urea